C(C)(C)(C)OC(=O)N[C@@H](CC(N)=O)C(=O)N1[C@@H](CCC1)C(=O)OCC1=CC=CC=C1 Benzyl N2-(tert-butoxycarbonyl)-L-asparaginyl-L-prolinate